8-methyl-3,8-diazabicyclo[3.2.1]octan CN1C2CNCC1CC2